(4-((2-Chloropyridin-4-yl)methoxy)naphthalen-1-yl)carbamic acid tert-butyl ester C(C)(C)(C)OC(NC1=CC=C(C2=CC=CC=C12)OCC1=CC(=NC=C1)Cl)=O